C(C)(C)(C)C=1C(=C(C=C(C1)SC(C)(C)SC1=CC(=C(C(=C1)C(C)(C)C)O)C(C)(C)C)C(CCNCC(=O)[O-])(C)C)O (3-(3-(tert-butyl)-5-((2-((3,5-di-tert-butyl-4-hydroxyphenyl)thio)propan-2-yl)thio)-2-hydroxyphenyl)-3-methylbutyl)aminoacetate